tert-butyl (2-((3-chloro-2-fluorobenzyl)amino)-2-oxoethyl)(cyclopropyl)carbamate ClC=1C(=C(CNC(CN(C(OC(C)(C)C)=O)C2CC2)=O)C=CC1)F